CN1CC(N(CCC1)CCCNC1=NC(=NC=C1C(F)(F)F)NC=1C(=NN(C1)C1CC2CCC(C1)N2C)C)=O 4-methyl-1-(3-((2-((3-methyl-1-(8-methyl-8-azabicyclo[3.2.1]octan-3-yl)-1H-pyrazol-4-yl)amino)-5-(trifluoromethyl)pyrimidin-4-yl)amino)propyl)-1,4-diazepan-2-one